(R)-N-(2-chloro-4-fluoro-3-iodophenyl)-3-fluoro-N-((2-(trimethylsilyl)-ethoxy)methyl)pyrrolidine-1-sulfonamide ClC1=C(C=CC(=C1I)F)N(S(=O)(=O)N1C[C@@H](CC1)F)COCC[Si](C)(C)C